(R)-N'-((1,2,3,5,6,7-hexahydrodicyclopenta[b,e]pyridin-8-yl)carbamoyl)-5-(2-hydroxypropan-2-yl)-1-methyl-1H-pyrazole-3-sulfonimidamide C1CCC2=NC3=C(C(=C21)NC(=O)N=[S@](=O)(N)C2=NN(C(=C2)C(C)(C)O)C)CCC3